CC1=C(C=C(C=C1)N1CCN(CC1)CC(=O)OCC1=CC=CC=C1)C(N[C@H](C)C1=CC=CC2=CC=CC=C12)=O benzyl 2-[4-[4-methyl-3-[[(1R)-1-(1-naphthyl)ethyl]carbamoyl]phenyl]piperazin-1-yl]acetate